FC=1C=CC(=NC1)COC1=CC(N(C=C1)C=1C=CC=2C3=C(N(C2C1)C)CC(NC3)([2H])[2H])=O 4-((5-fluoropyridin-2-yl)methoxy)-1-(5-methyl-2,3,4,5-tetrahydro-1H-pyrido[4,3-b]indol-7-yl-3,3-d2)pyridin-2(1H)-one